sulfimide ammonium salt [NH4+].[SH2]=N